1-(2-Hydroxy-4,6-dimethoxyphenyl)-3-(3-nitrophenyl)prop-2-en-1-one OC1=C(C(=CC(=C1)OC)OC)C(C=CC1=CC(=CC=C1)[N+](=O)[O-])=O